FC1=NC=CC=C1C(C)O 1-(2-Fluoropyridin-3-yl)ethanol